2-[(4-aminobutyl){6-[(1,3-benzothiazol-2-yl)amino]-5-methylpyridazin-3-yl}amino]-5-(3-{4-[3-(dimethylamino)prop-1-yn-1-yl]-2-fluorophenoxy}propyl)-1,3-thiazole-4-carboxylic acid NCCCCN(C=1SC(=C(N1)C(=O)O)CCCOC1=C(C=C(C=C1)C#CCN(C)C)F)C=1N=NC(=C(C1)C)NC=1SC2=C(N1)C=CC=C2